Secondary butyl-amine C(C)(CC)N